CC(C1=CC=C(C=C1)C(=C)C)(C)N=C=O α,α-dimethyl-4-isopropenylbenzyl isocyanate